Di(ethylhexyl)phthalate C(C)C(CCCCC)OC(C=1C(C(=O)OC(CCCCC)CC)=CC=CC1)=O